6-(2-(2'-chloro-5'-(trifluoromethyl)-[1,1'-biphenyl]-3-yl)-2-hydroxyacetyl)-2-(1-phenylcyclopropyl)-5,6,7,8-tetrahydropyrido[4,3-d]pyrimidin-4(3H)-one ClC1=C(C=C(C=C1)C(F)(F)F)C1=CC(=CC=C1)C(C(=O)N1CC2=C(N=C(NC2=O)C2(CC2)C2=CC=CC=C2)CC1)O